γ-chloropropylmethyl-diethoxysilane ClCCC[Si](OCC)(OCC)C